trans-4-[(3-methylindazol-1-yl)methyl]cyclohexanecarboxylic acid CC1=NN(C2=CC=CC=C12)C[C@@H]1CC[C@H](CC1)C(=O)O